CC12C3CCC4(C(CCC4C3CCC2=CC(CC1)=O)C(C)=NOC(CN1CCOCC1)=O)C 10,13-dimethyl-17-(1-((2-morpholinoacetoxy)imino)ethyl)-6,7,8,9,10,11,12,13,14,15,16,17-dodecahydro-1H-cyclopenta[a]phenanthren-3(2H)-one